methyl (R)-5,5-difluoro-3-(2,2,2-trifluoroacetamido)cyclohex-1-ene-1-carboxylate FC1(C[C@H](C=C(C1)C(=O)OC)NC(C(F)(F)F)=O)F